BrCCCCCCCCCCC=1C(=C(C(=C(C=O)C1)O)OC)OC (10-bromodecyl)-2-hydroxy-3,4-dimethoxy-benzaldehyde